C1(CC1)C1=NC=NC(=C1C=1OC2=C(N1)C=CC=C2CC2=CC(=C(C(=C2)F)C=2N(C=C(N2)C(F)(F)F)CC)F)OC 2-(4-cyclopropyl-6-methoxypyrimidin-5-yl)-7-(4-(1-ethyl-4-(trifluoromethyl)-1H-imidazol-2-yl)-3,5-difluorobenzyl)benzo[d]oxazole